[K+].P(=O)(OCN1N=CC(=C1)C=1C2=C(C(=NC1)C1=C(C=C(C(=C1)C(C)=O)N)F)C(=NO2)N)(O)[O-] (4-(4-(5-acetyl-4-amino-2-fluorophenyl)-3-aminoisoxazolo[4,5-c]pyridin-7-yl)-1H-pyrazol-1-yl)methyl monohydrogen phosphate monopotassium salt